COC(COC1=NC=CC=C1SC1=C(C=C(C(=C1)N1C(N(C(=CC1=O)C(F)(F)F)N)=O)F)Cl)=O Methyl-{[3-({5-[3-amino-2,6-dioxo-4-(trifluoromethyl)-3,6-dihydropyrimidin-1(2H)-yl]-2-chloro-4-fluorophenyl} sulfanyl)pyridin-2-yl]oxy}acetat